2,4-dichloro-7-(6-((2S,6R)-2,6-dimethylmorpholino)pyridin-3-yl)-5,5-dimethyl-5,7-dihydro-6H-pyrrolo[2,3-d]pyrimidin-6-one ClC=1N=C(C2=C(N1)N(C(C2(C)C)=O)C=2C=NC(=CC2)N2C[C@@H](O[C@@H](C2)C)C)Cl